C(C)(C)(C)C1=C(C)C(=CC(=C1)O)C(C)(C)C 2,6-di(tert-butyl)-4-hydroxytoluene